5-bromo-3-(5-((2S,5R)-2,5-dimethyl-4-(oxetan-3-yl)piperazin-1-yl)pyridin-2-ylamino)-1-methylpyridin-2(1H)-one BrC=1C=C(C(N(C1)C)=O)NC1=NC=C(C=C1)N1[C@H](CN([C@@H](C1)C)C1COC1)C